Pyrrolidine-1,2-dicarboxylic acid (2S)-2-[(1S,3S,5S)-1-tert-butyl-6-carboxy-5-hydroxy-3-methylhept-1-yl]ester C(C)(C)(C)[C@H](C[C@H](C[C@@H](C(C)C(=O)O)O)C)OC(=O)C1N(CCC1)C(=O)O